1-N-(4-(4,4-dimethylcyclohexyl)phenyl)propane-1,3-diamine CC1(CCC(CC1)C1=CC=C(C=C1)NCCCN)C